ClCCN(CC1=CC(=CC(=C1)OC)F)CCCl [bis(2-chloroethyl)][(3-fluoro-5-methoxyphenyl)methyl]amine